2-[3-(1,3-dioxolan-2-yl)-2-[(4-methoxyphenyl)methoxy]phenyl]-4,4,5,5-tetramethyl-1,3,2-dioxaborolane O1C(OCC1)C=1C(=C(C=CC1)B1OC(C(O1)(C)C)(C)C)OCC1=CC=C(C=C1)OC